Cl.OC(CN(CCO)CC(C)O)C N,N-bis(2-hydroxypropyl)-N-(2-hydroxyethyl)amine hydrochloride